(1S,3R,5R)-3-methyl-1-(5-methyl-1,3,4-oxadiazol-2-yl)-N-(3-(2-methyl-2H-1,2,3-triazol-4-yl)-4-(trifluoromethyl)phenyl)-6-azabicyclo[3.1.1]heptane-6-carboxamide C[C@H]1C[C@@]2(N([C@H](C1)C2)C(=O)NC2=CC(=C(C=C2)C(F)(F)F)C2=NN(N=C2)C)C=2OC(=NN2)C